(5-FLUORO-2-([(2-FLUOROPHENYL)SULFANYL]METHYL)PHENYL)BORANEDIOL FC=1C=CC(=C(C1)B(O)O)CSC1=C(C=CC=C1)F